4-(1-(2,4-dimethyl-5-(5-propionyl-4,5,6,7-tetrahydro-3H-imidazo[4,5-c]pyridin-2-yl)benzoyl)piperidin-4-yl)benzonitrile CC1=C(C(=O)N2CCC(CC2)C2=CC=C(C#N)C=C2)C=C(C(=C1)C)C1=NC2=C(CN(CC2)C(CC)=O)N1